(Z)-2-cyano-N-(4-(N-(4-cyanophenyl)sulfamoyl)phenyl)-3-hydroxy-3-(5-methylisoxazol-4-yl)acrylamide C(#N)/C(/C(=O)NC1=CC=C(C=C1)S(NC1=CC=C(C=C1)C#N)(=O)=O)=C(\C=1C=NOC1C)/O